1,4-dimethyl-Piperidine CN1CCC(CC1)C